F[C@H]1[C@H](C1)C(=O)NC1=CC(=NC=N1)C=1N=CN(C(C1NC=1C=NC(=CC1C)C(CC)O)=O)C (1R,2R)-2-fluoro-N-(5'-((6-(1-hydroxypropyl)-4-methylpyridin-3-yl)amino)-1'-methyl-6'-oxo-1',6'-dihydro-[4,4'-bipyrimidin]-6-yl)cyclopropane-1-carboxamide